O=C1C(=C(C=NN1)N[C@H](CN1CCCCC1)C)C(F)(F)F 1-((S)-2-((6-oxo-5-(trifluoromethyl)-1,6-dihydropyridazin-4-yl)amino)propyl)piperidine